NC(=O)C1=CC=CC2=CN(N=C12)C1=CC=C(C[NH2+]CC2CC[NH+](CC2)C)C=C1 4-[({4-[7-(aminocarbonyl)-2H-indazole-2-yl]benzyl}ammonio)methyl]-1-methylpiperidinium